5-(tert-butyl)-N-(4-(6-(2-(4-(5-((2,6-dioxopiperidin-3-yl)amino)pyridin-2-yl)piperidin-1-yl)ethyl)pyrrolo[2,1-f][1,2,4]triazin-4-yl)-2-methylbenzyl)-1,2,4-oxadiazole-3-carboxamide C(C)(C)(C)C1=NC(=NO1)C(=O)NCC1=C(C=C(C=C1)C1=NC=NN2C1=CC(=C2)CCN2CCC(CC2)C2=NC=C(C=C2)NC2C(NC(CC2)=O)=O)C